Undecanolide C1(CCCCCCCCCCO1)=O